2-(4-(4-(dimethylamino)piperidin-1-yl)-2-methoxyphenyl)-N4-(2-(isopropylsulfonyl)phenyl)-6,7-dihydro-5H-pyrrolo[2,3-d]Pyrimidine-2,4-diamine CN(C1CCN(CC1)C1=CC(=C(C=C1)C1(N=C(C2=C(N1)NCC2)NC2=C(C=CC=C2)S(=O)(=O)C(C)C)N)OC)C